N-lauroyl-L-valine C(CCCCCCCCCCC)(=O)N[C@@H](C(C)C)C(=O)O